CC(=CCC/C(=C/COC(=O)C)/C)C trans-3,7-dimethyl-2,6-octadien-1-ol acetate